C1(CCCC1)N1C(C=C(C2=C1N=C(N=C2)N2CCC(CC2)NCCC2=CC=CC=C2)C#CC2=NC=CC=C2)=O 8-cyclopentyl-2-(4-(phenethylamino)piperidin-1-yl)-5-(pyridin-2-ylethynyl)pyrido[2,3-d]pyrimidin-7-one